ClC1=CC=C(C=C1)NC(=NC#N)NC(C)C1CCC(CC1)C1=CC(=NC=C1)C 1-(4-chlorophenyl)-2-cyano-3-(1-(4-(2-methylpyridin-4-yl)cyclohexyl)ethyl)guanidine